ClC1=CC(=C2C[C@@H]([C@H](C2=C1)OC1=CC=CC=C1)N(C)C)OC(F)(F)F 4-[[(1S,2S)-6-chloro-2-(dimethylamino)-4-(trifluoromethoxy)-2,3-dihydro-1H-inden-1-yl]oxy]benzene